2,4,6-trihydroxybenzenetrialdehyde OC1(C(C(=CC(=C1C=O)O)O)C=O)C=O